OC1=C(C=C(C=C1)CC1=CC(=C(C=C1)O)C)C bis(4-hydroxy-3-methylphenyl)-methane